4-(5-cyano-2-methoxyphenyl)-N-(5-(4-(isopropylcarbamoyl)phenyl)thiazolo[5,4-b]pyridin-2-yl)-6-methylnicotinamide C(#N)C=1C=CC(=C(C1)C1=CC(=NC=C1C(=O)NC=1SC2=NC(=CC=C2N1)C1=CC=C(C=C1)C(NC(C)C)=O)C)OC